((R)-1-((((2S,3S,4R,5R)-5-(6-chloro-4-(cyclopentylamino)-1H-pyrazolo[3,4-d]pyrimidin-1-yl)-3,4-dihydroxytetrahydro-furan-2-yl)methyl)sulfonyl)-2-phenylethyl)phosphonic acid ClC1=NC(=C2C(=N1)N(N=C2)[C@H]2[C@@H]([C@@H]([C@H](O2)CS(=O)(=O)[C@H](CC2=CC=CC=C2)P(O)(O)=O)O)O)NC2CCCC2